octadecanol linoleate C(CCCCCCC\C=C/C\C=C/CCCCC)(=O)OCCCCCCCCCCCCCCCCCC